C(C)(C)(C)[Si](C)(C)OC1CC(C1)C#C tert-butyl((1s,3s)-3-ethynylcyclobutyloxy)dimethylsilane